ClC1=NC=C(C(=C1)NC=1C=C(COCC2=CC(=CC(=N2)NC(OC(C)(C)C)=O)F)C=C(C1OC)C1=NN(C=N1)C)C(NC([2H])([2H])[2H])=O Tert-butyl (6-(((3-((2-chloro-5-((methyl-d3)carbamoyl)pyridin-4-yl)amino)-4-methoxy-5-(1-methyl-1H-1,2,4-triazol-3-yl)benzyl)oxy)methyl)-4-fluoropyridin-2-yl)carbamate